9-hydroxy-N-((S)-4-methyl-1-oxo-1-(((S)-1-oxo-3-((S)-2-oxopyrrolidin-3-yl)propan-2-yl)amino)pentan-2-yl)-9H-fluorene-9-carboxamide OC1(C2=CC=CC=C2C=2C=CC=CC12)C(=O)N[C@H](C(N[C@H](C=O)C[C@H]1C(NCC1)=O)=O)CC(C)C